(7-{[(p-{[(2S,5S)-5-(hydroxymethyl)-2-isopropyl-1-methyl-3-oxo-1,2,3,4,5,6-hexahydro-1,4-benzodiazocin-9-yloxy]methyl}phenyl)methyl]carbamoyl}heptyl)-9-acryloyl-3-carbazolecarboxamide OC[C@H]1NC([C@@H](N(C2=C(C1)C=CC(=C2)OCC2=CC=C(C=C2)CNC(=O)CCCCCCCC2=CC(=CC=1C3=CC=CC=C3N(C21)C(C=C)=O)C(=O)N)C)C(C)C)=O